6-{methyl[(2S,4S)-2-methylpiperidin-4-yl]amino}[1,3]thiazolo[4,5-c]pyridazin CN(C=1SC2=C(N=NC=C2)N1)[C@@H]1C[C@@H](NCC1)C